C(C)C(CC=1C(=C(C(C(=O)O)=CC1)C(=O)O)CC(CCCC)CC)CCCC.COCC(C)O 1-methoxy-2-propanol bis(2-ethylhexyl)phthalate